ClC1=CC=C(C=C1)C1=C(CCC(C1)(C)C)CN1C2CN(C(C1)CC2)CC=2C=C1CN(C(C1=CC2)=O)N2C(NC(CC2)=O)=O 1-(5-((5-((4'-chloro-5,5-dimethyl-3,4,5,6-tetrahydro-[1,1'-biphenyl]-2-yl)methyl)-2,5-diazabicyclo[2.2.2]octane-2-yl)methyl)-1-oxoisoindolin-2-yl)dihydropyrimidine-2,4(1h,3h)-dione